FC1=CC=C(C(=N1)C)OC=1N=NC(=C(C1C(=O)NC1=CC(=CC=C1)S(N)(=O)=O)C)C(F)(F)F 3-((6-fluoro-2-methylpyridin-3-yl)oxy)-5-methyl-N-(3-sulfamoylphenyl)-6-(trifluoromethyl)pyridazine-4-carboxamide